C(C)(C)(C)N1N=C(C=C1NC(OCC1=CC=CC=C1)=O)[C@@H]1C[C@@H](CC1)OC(NC(C)C)=O benzyl (1-(tert-butyl)-3-((1S,3R)-3-((isopropylcarbamoyl)oxy)cyclopentyl)-1H-pyrazol-5-yl)carbamate